O[C@H](C=O)[C@H]([C@@H]([C@H]([C@@H](CO)O)O)O)O (2S,3S,4R,5S,6R)-2,3,4,5,6,7-hexahydroxyheptanal